6-(2-Chloro-4-(trifluoromethyl)phenyl)-3-nitropicolinic acid ClC1=C(C=CC(=C1)C(F)(F)F)C1=CC=C(C(=N1)C(=O)O)[N+](=O)[O-]